butoxyethyl-(chloro)aluminum C(CCC)OCC[Al]Cl